(R)-N-benzyl-1-[6-(2-cyanopropan-2-yl)[1,3]thiazolo[4,5-b]pyridin-2-yl]pyrrolidine-2-carboxamide C(C1=CC=CC=C1)NC(=O)[C@@H]1N(CCC1)C=1SC=2C(=NC=C(C2)C(C)(C)C#N)N1